2-(4-fluorophenoxy)-4-(3-sulfamylphenyl)benzamide FC1=CC=C(OC2=C(C(=O)N)C=CC(=C2)C2=CC(=CC=C2)S(N)(=O)=O)C=C1